C1[C@H]([C@H](OC2=CC(=CC(=C21)O)O)C3=CC(=C(C(=C3)O)O)O)O The molecule is a flavan-3,3',4',5,5',7-hexol having (2R,3R)-configuration. It has a role as an antioxidant, a plant metabolite and a food component. It is a flavan-3,3',4',5,5',7-hexol and a catechin. It is an enantiomer of a (+)-epigallocatechin.